(Z)-1-(4-amino-2-fluorobut-2-en-1-yl)-4-(1-methyl-1H-pyrazol-5-yl)-1H-benzo[d]imidazole-6-carbonitrile hydrochloride Cl.NC\C=C(\CN1C=NC2=C1C=C(C=C2C2=CC=NN2C)C#N)/F